β-ethylsulfonate CCS(=O)(=O)[O-]